C1(CCCCC1)C=1SC(=C(N1)C)N1C([C@@H]2N(CCNC2)CC1)=O (R)-8-(2-Cyclohexyl-4-methylthiazol-5-yl)-9-oxooctahydro-2H-pyrazino[1,2-a]pyrazin